C1CCC2=C(C=CC=C12)C1=C(C=C2C(=N1)C(=NN2CC2=CC=C(C=C2)OC)C=2C=CC(=NC2)C2(CCCC2)NC)OC (5-(5-(2,3-dihydro-1H-inden-4-yl)-6-methoxy-1-(4-methoxybenzyl)-1H-pyrazolo[4,3-b]pyridin-3-yl)pyridin-2-yl)-N-methylcyclopentan-1-amine